2-(4,4-difluoroazepan-1-yl)-N-(3-(ethylsulfinamido)phenyl)quinoline-3-carboxamide FC1(CCN(CCC1)C1=NC2=CC=CC=C2C=C1C(=O)NC1=CC(=CC=C1)NS(=O)CC)F